C(C)O/C=C/C=1C(=NC(=C(N1)C)C)C(=O)N 3-[(E)-2-ethoxyvinyl]-5,6-dimethylpyrazine-2-carboxamide